ClC=1C=CC=2N(C1)N=CC2S(=O)(=O)NC=2C(=NC(=C(C2)F)OCCF)OC 6-chloro-N-(5-fluoro-6-(2-fluoroethoxy)-2-methoxypyridin-3-yl)pyrazolo[1,5-a]pyridine-3-sulfonamide